FC(OC=1C=CC(=NC1)C=O)(F)F (5-(trifluoromethoxy)pyridin-2-yl)methanone